3-(2-(ethoxymethyl)imidazo[1,2-a]pyridin-6-yl)-5-(trifluoromethyl)-1,2,4-oxadiazole C(C)OCC=1N=C2N(C=C(C=C2)C2=NOC(=N2)C(F)(F)F)C1